ClC1=C(C2=C(N=C(O2)N2CC(C2)[C@@H]2CN(CCC2)C2CC(C2)(C(=O)O)C)C=C1)N[C@H](C)C1=C(C=C(C=C1)Cl)Cl (1R,3r)-3-((R)-3-(1-(6-chloro-7-(((R)-1-(2,4-dichlorophenyl)ethyl)amino)benzo[d]oxazol-2-yl)azetidin-3-yl)piperidin-1-yl)-1-methylcyclobutane-1-carboxylic acid